NC1=NC(=C2N=CN(C2=N1)[C@H]1C=C[C@H](C1)CO)NC1CCCC1 ((1S,4R)-4-(2-amino-6-(cyclopentylamino)-9H-purin-9-yl)cyclopent-2-en-1-yl)methanol